tert-Butyl (3-cyano-4-(3-((S)-3-(3-((dimethylamino)methyl) azetidin-1-yl)pyrrolidin-1-yl)-5-fluoro-7,9-dihydrofuro[3,4-f]quinazolin-6-yl)-7-fluorothieno[3,2-c]pyridin-2-yl)carbamate C(#N)C1=C(SC2=C1C(=NC=C2F)C=2C1=C(C=3C=NC(=NC3C2F)N2C[C@H](CC2)N2CC(C2)CN(C)C)COC1)NC(OC(C)(C)C)=O